FC1=CC=2N(C=C1)N=CC2 5-fluoropyrazolo[1,5-a]pyridin